Benzyl (2,3-dihydropyrazolo[5,1-b]oxazol-7-yl)carbamate O1C=2N(CC1)N=CC2NC(OCC2=CC=CC=C2)=O